(4aR)-3-methyl-8-(5-methyl-3,4,5,6-tetrahydropyridin-2-yl)-1,2,3,4,4a,5-hexahydrobenzo[b]pyrazino[1,2-d][1,4]oxazine CN1C[C@H]2N(C3=C(OC2)C=C(C=C3)C3=NCC(CC3)C)CC1